C(C)(C)(C)C1=CC=C(C=C1)C1=CC(=NC=N1)C=O 6-(4-(Tert-butyl)phenyl)pyrimidine-4-carbaldehyde